C(C)(C)(C)C1=NC(=C(C(=O)NC2=CC(=CC=C2)[S@@](=O)NC)C(=C1C1=CC=C(C=C1)C(F)F)C)OC1=C(C=C(C=C1)C#N)OC (R)-tert-butyl-(R)-2-(4-cyano-2-methoxyphenoxy)-5-(4-(difluoromethyl)phenyl)-4-methyl-N-(3-(S-methylamino-sulfinyl)phenyl)nicotinamide